tert-butyl 2-(2-{2-[4-(4,4,5,5-tetramethyl-1,3,2-dioxaborolan-2-yl)-1H-pyrazol-1-yl]eth-oxy}ethoxy)acetate CC1(OB(OC1(C)C)C=1C=NN(C1)CCOCCOCC(=O)OC(C)(C)C)C